C(C1=CC=CC=C1)N(C/C=C/C(=O)OCC)CC=O ethyl (2E)-4-[benzyl(2-oxoethyl)amino]but-2-enoate